bismuth oxide vanadium [V].[Bi]=O